OCC1(CCCCC1)NC(=O)C=1C=2C[C@@H]3[C@H](C2N(N1)C1=NC=CN=C1)C3 (1aR,5aR)-2-Pyrazin-2-yl-1a,2,5,5a-tetrahydro-1H-2,3-diaza-cyclopropa[a]pentalene-4-carboxylic acid (1-hydroxymethyl-cyclohexyl)-amide